N-((1r,4r)-4-(1,3,4-thiadiazol-2-yl)cyclohexyl)acetamide S1C(=NN=C1)C1CCC(CC1)NC(C)=O